C(C)OC1=CC=C(CN2C(N(C3=CC=C(C=C3C2=O)OC(CF)CF)C2CCN(CC2)C=O)=O)C=C1 4-[3-(4-ethoxybenzyl)-6-[2-fluoro-1-(fluoromethyl)ethoxy]-2,4-dioxo-3,4-dihydroquinazolin-1(2H)-yl]piperidine-1-carbaldehyde